OC=1C=C(C=CC1)C(CSC1=NN=NN1C1=CC=C(C=C1)C)=O (3-hydroxyphenyl)-2-((1-(p-tolyl)-1H-tetrazol-5-yl)thio)ethan-1-one